6-chloro-5-fluoro-N-((3R,4R)-3-fluoro-1-(methylsulfonyl)piperidin-4-yl)-7-(1,1,1-trifluoropropan-2-yl)pyrrolo[2,1-f][1,2,4]triazin-2-amine ClC=1C(=C2C=NC(=NN2C1C(C(F)(F)F)C)N[C@H]1[C@@H](CN(CC1)S(=O)(=O)C)F)F